ClC=1C(=C(C=CC1)C(C)NC=1C2=C(N=CN1)C=CC(=N2)O[C@@H]2CNCC2)F N-(1-(3-chloro-2-fluorophenyl)ethyl)-6-((S)-pyrrolidin-3-yloxy)pyrido[3,2-d]pyrimidin-4-amine